C(C(=O)C)(=O)[O-] [+]-Pyruvate